2-fluoro-3-(methyl-d3)-4-((1-(meth-yl-d3)-1H-benzo[d][1,2,3]triazol-5-yl)oxy)aniline FC1=C(N)C=CC(=C1C([2H])([2H])[2H])OC1=CC2=C(N(N=N2)C([2H])([2H])[2H])C=C1